ClCS(=O)(=O)[O-] 1-chloromethylsulfonate